C(CCC=C)N1C=NC2=CC=C(C=C2C1=O)C(F)(F)F 3-(pent-4-en-1-yl)-6-(trifluoromethyl)quinazolin-4(3H)-one